C(C)(C)(C)OC(=O)N1CC2(CNCC=3N2C=CN3)C1 7',8'-dihydro-6'H-spiro[azetidine-3,5'-imidazo[1,2-a]pyrazine]-1-carboxylic acid tert-butyl ester